NC1=NC(=C(C=C1C=1C=C2CCNC(C2=CC1)=O)C1=CC=C(C=C1)N1CCN(CCC1)C(C)C)F 6-(2-amino-6-fluoro-5-(4-(4-isopropyl-1,4-diazepan-1-yl)phenyl)pyridin-3-yl)-3,4-dihydroisoquinolin-1(2H)-one